4'-[(1-{[4-(prop-1-en-2-yl)phenyl]carbamoyl}-D-prolyl)amino][1,1-biphenyl]-4-carboxylic acid C=C(C)C1=CC=C(C=C1)NC(=O)N1[C@H](CCC1)C(=O)NC1=CC=C(C=C1)C1=CC=C(C=C1)C(=O)O